(3S)-2-[(benzyloxy)carbonyl]-1,2,3,4-tetrahydro-3-isoquinolinecarboxylic acid C(C1=CC=CC=C1)OC(=O)N1CC2=CC=CC=C2C[C@H]1C(=O)O